[4-[3-methyl-6-(1-methylpyrazol-4-yl)pyrazolo[1,5-a]pyrazin-4-yl]-1-piperidinyl]prop-2-en-1-one CC=1C=NN2C1C(=NC(=C2)C=2C=NN(C2)C)C2CCN(CC2)C(C=C)=O